[Mo].C(CC1=CC=CC=C1)C1=CC=CC=C1 phenethyl-benzene molybdenum